2-amino-N-[1-(3-cyano-2-fluorophenyl)-2-methylpropyl]-N-cyclopropyl-acetamide NCC(=O)N(C1CC1)C(C(C)C)C1=C(C(=CC=C1)C#N)F